3-(2-(1,3-Dioxoisoindolin-2-yl)ethyl)-5-(2-hydroxy-5-nitrobenzylidene)thiazolidine-2,4-dione O=C1N(C(C2=CC=CC=C12)=O)CCN1C(SC(C1=O)=CC1=C(C=CC(=C1)[N+](=O)[O-])O)=O